COC=1C=C(C=CC1OC)C=1NC2=CC=C(C=C2C1C(C)C)N1CCC(CC1)N1CCN(CC1)C 2-(3,4-dimethoxyphenyl)-3-isopropyl-5-(4-(4-methylpiperazin-1-yl)piperidin-1-yl)-1H-indole